6-chloro-2-ethyl-N-(4-(4-(4-(trifluoromethoxy)phenyl)piperidine-1-yl)benzyl)imidazo[1,2-a]pyridine-3-carboxamide mono-phosphate P(=O)(O)(O)O.ClC=1C=CC=2N(C1)C(=C(N2)CC)C(=O)NCC2=CC=C(C=C2)N2CCC(CC2)C2=CC=C(C=C2)OC(F)(F)F